C(C)(=O)C=1C(=C(C(=CC1N)F)C=1C=CN(NC1)C)F 5-(3-acetyl-4-amino-2,6-difluorophenyl)-2-methylpyridazine